C(C)C1=C(C=CC=C1)O ortho-ethylphenol